3-hydroxy-5-(3-hydroxy-5-methylphenyl)benzoic acid OC=1C=C(C(=O)O)C=C(C1)C1=CC(=CC(=C1)C)O